C(C)(C)(C)O\C(=N\C(C)C)\NC(C)C (E)-(tert-butoxy)-N',N-bis(propan-2-yl)formamidine